methyl 4-(2-(4,4-difluoroazepan-1-yl)-7-fluoroquinoline-3-carboxamido)thiophene-2-carboxylate FC1(CCN(CCC1)C1=NC2=CC(=CC=C2C=C1C(=O)NC=1C=C(SC1)C(=O)OC)F)F